4-chloro-3-(7,7-difluoro-4-azaspiro[2.4]heptan-4-yl)-1H-indazole ClC1=C2C(=NNC2=CC=C1)N1C2(CC2)C(CC1)(F)F